O1C=CC=2C(=NC=CC21)C2=CC=C(C(=O)N[C@@H]1CN(CC1)C1=NN=NN1CC)C=C2 (S)-4-(furo[3,2-c]pyridin-4-yl)-N-[1-(1-ethyl-1H-tetrazol-5-yl)pyrrolidin-3-yl]benzamide